3-AMINO-2,2-DIMETHYL-PROPANOIC ACID NCC(C(=O)O)(C)C